1-benzyl-6-methoxy-3-methyl-3,4-dihydroquinolin-2(1H)-one C(C1=CC=CC=C1)N1C(C(CC2=CC(=CC=C12)OC)C)=O